di-t-butylaminotris(diethylamino)tantalum C(C)(C)(C)N(C(C)(C)C)[Ta](N(CC)CC)(N(CC)CC)N(CC)CC